4-(3-chloropyridin-4-yl)benzaldehyde ClC=1C=NC=CC1C1=CC=C(C=O)C=C1